Cl.O=C1N(CCN1C1=CC=C(C=C1)C1CCNCC1)C1C(NC(CC1)=O)=O 3-(2-oxo-3-(4-(piperidin-4-yl)phenyl)imidazolidin-1-yl)piperidine-2,6-dione hydrochloride